((4-methoxy-3,5-dimethylpyridin-2-yl)methyl)carbamic acid tert-butyl ester C(C)(C)(C)OC(NCC1=NC=C(C(=C1C)OC)C)=O